CON=C(COC1=NN(C=C1)C1=CC=C(C=C1)Cl)C 1-((1-(4-chlorophenyl)-1H-pyrazol-3-yl)oxy)propan-2-one-O-methyloxime